OC(CC)OC1=CC=C(C=C1)C=CC(=O)C1=CC=CC=C1 3-[4-(1-Hydroxypropoxy)phenyl]-1-phenylprop-2-en-1-one